[OH-].C(C)(=O)OCC[N+](C)(C)C Acetylcholine hydroxide